COC=1C=C(C=CC1OC)C=1N=C2N(C=C(C=C2C)C2CCN(CC2)C2CC3CCC(C2)N3C(C)C)C1 2-(3,4-dimethoxyphenyl)-6-(1-(8-isopropyl-8-azabicyclo[3.2.1]octan-3-yl)piperidin-4-yl)-8-methylimidazo[1,2-a]pyridine